tert-butyl (1-(7-methylthieno[3,2-d]pyrimidin-4-yl)piperidin-4-yl)carbamate CC1=CSC2=C1N=CN=C2N2CCC(CC2)NC(OC(C)(C)C)=O